(R)-2-fluoro-5-(2-hydroxy-2-methylpropoxy)-3-(5-methylthiazol-2-yl)-N-(1-(2-(trifluoromethyl)pyrimidin-5-yl)ethyl)benzamide FC1=C(C(=O)N[C@H](C)C=2C=NC(=NC2)C(F)(F)F)C=C(C=C1C=1SC(=CN1)C)OCC(C)(C)O